N1(CCNCC1)CCNC(=O)C12CC3(CC(CC(C1)C3)C2)C2=CC=C(C=C2)Cl 3-(4-Chloro-phenyl)-adamantane-1-carboxylic acid (2-piperazin-1-yl-ethyl)-amide